ClC1=C(NC2=CC=C(C(=C12)Cl)F)C(=O)N1[C@H](C(N(CC1)C)=O)C (S)-4-(3,4-dichloro-5-fluoro-1H-indole-2-carbonyl)-1,3-dimethylpiperazin-2-one